(E)-2-(1-{5,5-Difluoro-6-methyl-6-[(triethylsilyl)oxy]heptan-2-yl}-7a-methyloctahydro-4H-inden-4-ylidene)ethan-1-ol FC(CCC(C)C1CCC2\C(\CCCC12C)=C\CO)(C(C)(O[Si](CC)(CC)CC)C)F